diethylene glycol monoethyl ether sodium salt [Na].C(C)OCCOCCO